C(=O)[O-].C(=O)[O-].C(CCCCCCC)[Sn+2]CCCCCCCC dioctyl-tin diformate